pyrido[3,2-d]pyrimidine-7-carboxamide N1=CN=CC2=C1C=C(C=N2)C(=O)N